F[C@@H]1CN(CC[C@@H]1NC1=NN2C(C(=N1)OC)=C(C(=C2)F)C=2C=CC1=C(N(N=N1)C[C@H](C)F)C2)C(CO)=O 1-((3R,4S)-3-fluoro-4-((6-fluoro-5-(1-((S)-2-fluoropropyl)-1H-benzo[d][1,2,3]triazol-6-yl)-4-methoxypyrrolo[2,1-f][1,2,4]triazin-2-yl)amino)piperidin-1-yl)-2-hydroxyethan-1-one